COC=1C=C2C=CN(C2=CC1)CCNC(=O)C1=CC=2CSC=3C=CC=CC3C2S1 N-(2-(5-methoxy-1H-indol-1-yl)ethyl)-4H-thieno[3,2-c]thiochromene-2-carboxamide